C(C)(C)(C)OC(=O)N(C(OC(C)(C)C)=O)C[C@@H]1C[C@H](C1)N1N=C(C(=C1)C1=CC=C2C(=N1)C=CN2C)C2CC2 tert-butyl N-tert-butoxycarbonyl-N-[[trans-3-[3-cyclopropyl-4-(1-methylpyrrolo[3,2-b]pyridin-5-yl)pyrazol-1-yl]cyclobutyl]methyl]carbamate